lithium (S)-2-fluoro-3-(5-methylthiazol-2-yl)-5-((tetrahydrofuran-2-yl)methoxy)benzoate FC1=C(C(=O)[O-])C=C(C=C1C=1SC(=CN1)C)OC[C@H]1OCCC1.[Li+]